4-methoxy-5-(pyrazolo[1,5-a]pyridin-5-yl)-7H-pyrrolo[2,3-d]pyrimidin-2-amine COC=1C2=C(N=C(N1)N)NC=C2C2=CC=1N(C=C2)N=CC1